(S)-4-(4-chlorophenyl)-2-isopropyl-1-methylpiperazine ClC1=CC=C(C=C1)N1C[C@@H](N(CC1)C)C(C)C